C(C)OC(=O)C=1N=NSC1C 5-methyl-[1,2,3]thiadiazole-4-carboxylic acid ethyl ester